methyl 4-(oxiranylmethoxy)-phenylpropionate O1C(C1)COC1=CC=C(C=C1)C(C(=O)OC)C